methyl 3-(benzyloxy)isonicotinate C(C1=CC=CC=C1)OC1=C(C(=O)OC)C=CN=C1